3-(1-(2-methoxyethyl)pyrrolidin-2-yl)acryloyl chloride COCCN1C(CCC1)C=CC(=O)Cl